7-((4-(2-fluoro-6-(methylcarbamoyl)pyridin-3-yl)piperazin-1-yl)methyl)-3-trifluoromethyl-6-fluoropyrazolo[1,5-a]quinoxalin-4(5H)-one FC1=NC(=CC=C1N1CCN(CC1)CC=1C(=C2NC(C=3N(C2=CC1)N=CC3C(F)(F)F)=O)F)C(NC)=O